C(CCCCC)(=O)[O-].[Zn+2].C(CCCCC)(=O)[O-] zinc(II) hexanoate